thiophene-3-carboxylic acid hydroxyamide ONC(=O)C1=CSC=C1